C(C#C)OC=1C=C2C(=CC=NC2=CC1)C(=O)N 6-(prop-2-ynyloxy)quinoline-4-carboxamide